1-(benzofuran-7-yl)-1-(6-bromo-2-methoxyquinolin-3-yl)-2-(2,6-dimethoxypyridin-4-yl)-4-(dimethylamino)butan-2-ol O1C=CC2=C1C(=CC=C2)C(C(CCN(C)C)(O)C2=CC(=NC(=C2)OC)OC)C=2C(=NC1=CC=C(C=C1C2)Br)OC